6-(4-(trifluoromethyl)pyridin-2-yl)-2,6-diazaspiro[3.3]heptane-2-carboxylic acid tert-butyl ester C(C)(C)(C)OC(=O)N1CC2(C1)CN(C2)C2=NC=CC(=C2)C(F)(F)F